5-chloro-3-[2-fluoro-3-[[[1-(hydroxymethyl)cyclopropyl]methyl-methyl-sulfamoyl]amino]benzoyl]-1H-pyrrolo[2,3-b]pyridine ClC=1C=C2C(=NC1)NC=C2C(C2=C(C(=CC=C2)NS(N(C)CC2(CC2)CO)(=O)=O)F)=O